CN1C(C2=C(C=C1)C(=CN2)C2=CC(=CC=C2)CN2CCC1(COC1)CC2)=O 6-Methyl-3-(3-(2-oxa-7-azaspiro[3.5]non-7-ylmethyl)phenyl)-1H-pyrrolo[2,3-c]pyridin-7(6H)-one